[N+](=O)([O-])C1=C(C=CC=C1)N1CCC2(OCCO2)CC1 8-(2-nitrophenyl)-1,4-dioxa-8-azaspiro[4.5]decane